N-(3-chloro-2,4-difluorophenyl)-7-(isothiazol-5-yl)-5-((2-(pyrimidin-2-yl)propan-2-yl)oxy)quinazolin-4-amine ClC=1C(=C(C=CC1F)NC1=NC=NC2=CC(=CC(=C12)OC(C)(C)C1=NC=CC=N1)C1=CC=NS1)F